C(=CC)S(=O)(=O)N PROPENE-1-SULFONAMIDE